N1=C2C(=CC=C1)C=1C=NC=CC1N2 9H-pyrrolo[2,3-b:4,5-c']dipyridin